COC1=C(C=C(C=C1)OC1=CC(=CC=C1)C(F)(F)F)NC(=O)C1N(S(C1)(=O)=O)C N-(2-Methoxy-5-(3-(trifluoromethyl)phenoxy)phenyl)-2-methyl-1,2-thiazetidine-3-carboxamide 1,1-dioxide